7-((2-methyl-[1,1'-biphenyl]-3-yl)methoxy)-5-phenoxy-2,3-dihydro-1H-indene-4-carbaldehyde CC1=C(C=CC=C1COC1=CC(=C(C=2CCCC12)C=O)OC1=CC=CC=C1)C1=CC=CC=C1